Tert-butyl (2-(5-methoxy-1-methyl-1H-indol-4-yl)ethyl)carbamate COC=1C(=C2C=CN(C2=CC1)C)CCNC(OC(C)(C)C)=O